Dioctyltin bis-(2-ethylhexyl mercaptoacetate) C(C)C(CSCC(=O)[O-])CCCC.C(C)C(CSCC(=O)[O-])CCCC.C(CCCCCCC)[Sn+2]CCCCCCCC